C(C1CO1)OCCC[Si](OCC)(OCC)C 3-(glycidoxy)propylmethyldiethoxysilane